N1C[C@@H](CC1)O (R)-tetrahydropyrrole-3-ol